octafluoropentyl α-chloroacrylate ClC(C(=O)OC(C(C(CC(F)(F)F)F)(F)F)(F)F)=C